CNC1=NC=C(C2=CC(=NC=C12)NC1=NN(C=C1)C)C=1OC2=C(N1)C=C(C=C2)N2C[C@@H](OCC2)C (S)-N1-methyl-N6-(1-methyl-1H-pyrazol-3-yl)-4-(5-(2-methylmorpholinyl)benzo[d]oxazol-2-yl)-2,7-naphthyridine-1,6-diamine